N-((5-(4-methylthiophen-3-yl)-1-(tetrahydro-2H-pyran-2-yl)-1H-pyrazol-3-yl)methyl)-2-(trifluoromethoxy)benzamide CC=1C(=CSC1)C1=CC(=NN1C1OCCCC1)CNC(C1=C(C=CC=C1)OC(F)(F)F)=O